CC(CNC(=O)C1=NC(=CC=C1OC)NCC(C)(C)C)(C)C N-(2,2-dimethylpropyl)-6-(2,2-dimethylpropylamino)-3-methoxy-pyridine-2-carboxamide